NC=1C=C(C=CC1)C=1N(C=CC1)C(=O)OC(C)(C)C tert-Butyl 2-(3-aminophenyl)-1H-pyrrole-1-carboxylate